6-(3-trifluoromethylphenyl)-2,3-dihydropyrazolo[5,1-b]oxazol FC(C=1C=C(C=CC1)C1=NN2C(OCC2)=C1)(F)F